6-(4-fluoro-3-isopropyl-5-(4-((tetrahydro-2H-pyran-4-yl)methyl)piperazin-1-yl)-1H-pyrrolo[2,3-c]pyridin-2-yl)-8-methoxy-[1,2,4]triazolo[1,5-a]pyridine FC1=C2C(=CN=C1N1CCN(CC1)CC1CCOCC1)NC(=C2C(C)C)C=2C=C(C=1N(C2)N=CN1)OC